COC1=CC=C(S1)C 5-methoxy-2-methylthiophene